COCCNC(C(CCN1C2=CC(=CC=C2C=2C=CN=C(C12)C)OC)C)=O N-(2-methoxyethyl)-4-(7-Methoxy-1-methyl-β-carbolin-9-yl)-α-methylbutanamide